(1R,4S,5R)-BICYCLO[2.1.1]HEXANE-5-CARBOXYLIC ACID [C@H]12CC[C@H](C1C(=O)O)C2